(2R)-ethyl 2-((6-chloro-7-(4-fluorophenyl)-8-iodopyrrolo[1,2-a]pyrazin-1-yl)oxy)-3-(2-((2-(2-methoxyphenyl)pyrimidin-4-yl)methoxy)-5-((tetrahydro-2H-pyran-2-yl)oxy)phenyl)propanoate ClC1=C(C(=C2N1C=CN=C2O[C@@H](C(=O)OCC)CC2=C(C=CC(=C2)OC2OCCCC2)OCC2=NC(=NC=C2)C2=C(C=CC=C2)OC)I)C2=CC=C(C=C2)F